4λ2-morpholin-2-one [N]1CC(OCC1)=O